(methyl)sulfane CS